N-((6-((3R,5S)-3,5-Dimethylpiperazin-1-yl)-4-(trifluoromethyl)pyridin-2-yl)methyl)-5-(2-(methylamino)pyridin-4-yl)-7H-pyrrolo[2,3-d]pyrimidin-4-amine C[C@@H]1CN(C[C@@H](N1)C)C1=CC(=CC(=N1)CNC=1C2=C(N=CN1)NC=C2C2=CC(=NC=C2)NC)C(F)(F)F